Diallyl Oxide C(C=C)OCC=C